C1CCC12CN(CC2)CC(=O)NC=2C=C(C(=NC2)C)C=2N1C(SC2C=2C=NN(C2)CCO)=C(C=N1)C(=O)N (5-(2-(6-azaspiro[3.4]oct-6-yl)acetamido)-2-methylpyridin-3-yl)-2-(1-(2-hydroxyethyl)-1H-pyrazol-4-yl)pyrazolo[5,1-b]thiazole-7-carboxamide